(S)-2-((5-(4-((1-(5-(3,5-difluorophenyl)-4,5-dihydro-1H-pyrazole-1-carbonyl)azetidin-3-yl)oxy)-5-fluoropyridin-2-yl)-1-methyl-1H-pyrazol-4-yl)amino)-N-methylacetamide FC=1C=C(C=C(C1)F)[C@@H]1CC=NN1C(=O)N1CC(C1)OC1=CC(=NC=C1F)C1=C(C=NN1C)NCC(=O)NC